methyl-7-(2-(dimethylamino)-3-((8-(2-(6-methoxy-6-oxohexyl)cyclopropyl)octyl)oxy)propoxy)heptanoate COC(CCCCCCOCC(COCCCCCCCCC1C(C1)CCCCCC(=O)OC)N(C)C)=O